CN(C(CCC#CC1=C2C(=C(N=N1)C1=C(OCCOCCNC(OC(C)(C)C)=O)C=C(C=C1)F)SC=C2)=O)C tert-butyl (2-(2-(2-(4-(5-(dimethylamino)-5-oxopent-1-yn-1-yl)thieno[2,3-d]pyridazin-7-yl)-5-fluorophenoxy)ethoxy)ethyl)carbamate